C(CCC)OC1=C(C=C(C=C1)C1=NOC(=N1)CC(C(=O)O)=C)C(F)(F)F 2-((3-(4-butoxy-3-(trifluoromethyl)phenyl)-1,2,4-oxadiazol-5-yl)methyl)acrylic acid